C(C)(C)(C)C=1C=C(C(=O)OCCCCCCCCCCCCCCCC)C=C(C1O)C(C)(C)C Hexadecyl (E)-3,5-di-tert-butyl-4-hydroxybenzoate